COC(=O)[C@H]1N(C[C@@H](CC1)N(OCC1=CC=CC=C1)S(=O)(=O)C1=CC=CC=C1)C(=O)OC(C)(C)C (2s,5r)-1-(tert-butyloxycarbonyl)-5-(N-benzyloxy-benzenesulfonylamino)-piperidine-2-carboxylic acid methyl ester